methyl (S)-3-(4-(4-methoxy-1,6-dimethyl-2-oxo-1,2-dihydropyridin-3-yl)naphthalen-1-yl)-2-(tritylamino)propanoate COC1=C(C(N(C(=C1)C)C)=O)C1=CC=C(C2=CC=CC=C12)C[C@@H](C(=O)OC)NC(C1=CC=CC=C1)(C1=CC=CC=C1)C1=CC=CC=C1